1-(((3S)-1-((3-cyano-1-azetidinyl)sulfonyl)-3-piperidinyl)carbonyl)-N-(4-methyl-3-(trifluoromethyl)benzyl)-D-prolinamide C(#N)C1CN(C1)S(=O)(=O)N1C[C@H](CCC1)C(=O)N1[C@H](CCC1)C(=O)NCC1=CC(=C(C=C1)C)C(F)(F)F